[Si](C1=CC=CC=C1)(C1=CC=CC=C1)(C(C)(C)C)OC[C@@H]1CC[C@]2(CCCN12)COC(C1=CC=CC=C1)(C1=CC=CC=C1)C1=CC=CC=C1 (3S,7aR)-3-(((tert-butyldiphenylsilyl)oxy)methyl)-7a-((trityloxy)methyl)hexahydro-1H-pyrrolizine